Cl.N[C@@H]1CN(CCC1)C1=CC(=NC=C1C=1C=NN(C1)CCCOC)NC1=NC(=NC=C1)C1=C(C=CC=C1OC)F (S)-N-(4-(3-aminopiperidin-1-yl)-5-(1-(3-methoxypropyl)-1H-pyrazol-4-yl)pyridin-2-yl)-2-(2-fluoro-6-methoxyphenyl)pyrimidin-4-amine hydrochloride